benzyl (4-methyl-3-((4-(pyridin-3-yl)pyrimidin-2-yl)amino) phenyl)carbamate CC1=C(C=C(C=C1)NC(OCC1=CC=CC=C1)=O)NC1=NC=CC(=N1)C=1C=NC=CC1